tert-butyl (R)-3-(3-(4-(1-((4-phenylbutoxy)imino)ethyl)phenyl)-1,2,4-oxadiazol-5-yl)pyrrolidine-1-carboxylate C1(=CC=CC=C1)CCCCON=C(C)C1=CC=C(C=C1)C1=NOC(=N1)[C@H]1CN(CC1)C(=O)OC(C)(C)C